COC=1C=C(C(=O)N(C)C)C=CC1NCC#C 3-methoxy-N,N-dimethyl-4-(prop-2-ynylamino)benzamide